2,3-dihydro-5-phenyl-1,4-dithiol C1(=CC=CC=C1)C1SCCS1